Fmoc-aminocyclobutanemethanol C(=O)(OCC1C2=CC=CC=C2C2=CC=CC=C12)C1C(CC1)(CO)N